COCCN(C=1N=C(C2=C(N1)C(=NC(=N2)N(CCOC)CCOC)N(C)C)N2CC(N(CC2)C)=O)CCOC 4-(2,6-bis(bis(2-methoxyethyl)amino)-8-(dimethylamino)pyrimido[5,4-d]pyrimidin-4-yl)-1-methylpiperazin-2-one